Cl.N1=CC(=CC=C1)NC1=CC=C(C(=O)O)C=C1 4-[(pyridin-3-yl)amino]benzoic acid hydrochloride salt